tert-butyl (2-(2-(4-(2-(6-((1,4-dioxan-2-yl)methoxy)-3-ethyl-4-hydroxypyridin-2-yl)ethyl)phenoxy)ethoxy)-ethyl)carbamate O1C(COCC1)COC1=CC(=C(C(=N1)CCC1=CC=C(OCCOCCNC(OC(C)(C)C)=O)C=C1)CC)O